5-cyclobutyl-2-{[6-(([{3-fluorocyclobutyl}methyl]amino)methyl)imidazo[1,2-a]pyridin-2-yl]methyl}-1,2-dihydro-2,7-naphthyridin-1-one C1(CCC1)C1=C2C=CN(C(C2=CN=C1)=O)CC=1N=C2N(C=C(C=C2)CNCC2CC(C2)F)C1